C(C)(C)(C)OC(=O)N[C@H](C(=O)O)CC#C (2S)-2-(tert-butoxycarbonylamino)pent-4-ynoic acid